[Pd](Cl)Cl.C(C)(C)(C)P(C1CCCC1)C(C)(C)C di-tert-butyl-(cyclopentyl)phosphine palladium (II) dichloride